N1N=NN=C1COC1=CC2=C(C(=CO2)C(=O)NC2=CC=C(C=C2)OCC2=C(C=C(C=C2)F)Cl)C=C1 6-((1H-tetrazol-5-yl)methoxy)-N-(4-((2-chloro-4-fluorobenzyl)oxy)phenyl)benzofuran-3-carboxamide